tert-butyl 2-(7-formylquinazolin-1-yl)-2,7-diazaspiro[3.5]nonane-7-carboxylate C(=O)C1=CC=C2C=NCN(C2=C1)N1CC2(C1)CCN(CC2)C(=O)OC(C)(C)C